[2-(2-bromopyridin-4-yl)ethyl][(R)-phenyl((3R)-1H,2H,3H,4H-pyrido[2,3-b]pyrazin-3-yl)methyl]amine BrC1=NC=CC(=C1)CCN[C@@H]([C@H]1CNC2=C(N1)N=CC=C2)C2=CC=CC=C2